ClC=1C=C(NC2(CCC3(C(CC4=CC=C(C=C34)OCCN3CCCCC3)C3=CC(=CC=C3)OC3=CC=CC=C3)CC2)C(=O)O)C=CC1 (1r,4r)-4-(3-Chloroanilino)-2'-(3-phenoxyphenyl)-6'-[2-(piperidin-1-yl)ethoxy]-2',3'-dihydrospiro[cyclohexane-1,1'-indene]-4-carboxylic acid